L-4-chloro-1-hydroxybutanesulfonic acid sodium hydroxide [OH-].[Na+].ClCCCC(S(=O)(=O)O)O